2-(2-hydroxyethyl)-5-(4-methoxyphenyl)thiophene methyl-2-methyl-2-(4-(((5-(pyridin-4-yl)-1,3,4-thiadiazol-2-yl)methyl)carbamoyl)-1H-1,2,3-triazol-1-yl)propanoate COC(C(C)(N1N=NC(=C1)C(NCC=1SC(=NN1)C1=CC=NC=C1)=O)C)=O.OCCC=1SC(=CC1)C1=CC=C(C=C1)OC